N'-[[5-(trifluoromethyl)-1,3-benzothiazol-2-yl]methyl]acetohydrazide FC(C=1C=CC2=C(N=C(S2)CNNC(C)=O)C1)(F)F